BrC(C(=O)OCC)[C@@H](CC)C ethyl (3R)-2-bromo-3-methylpentanoate